N1(C=NC=C1)C1CN(C1)C(=O)[C@@H]1CC[C@H]2N1C([C@H](CC[C@@H](C2)O)NC(=O)C2=CC1=C(S2)C=CC(=C1)C(F)(F)P(O)(O)=O)=O ((2-(((3S,6S,9S,10aR)-3-(3-(1H-imidazol-1-yl)azetidine-1-carbonyl)-9-hydroxy-5-oxodecahydropyrrolo[1,2-a]azocin-6-yl)carbamoyl)benzo[b]thiophen-5-yl)difluoromethyl)phosphonic acid